tetracyclo[6.2.1.1<3,6>.0<2,7>]Dodecane-4,5,9,10-tetracarboxylic acid C12C3C4C(C(C(C3C(C(C1C(=O)O)C(=O)O)C2)C4)C(=O)O)C(=O)O